p-dichlorobenzene ferrocenium salt C1C=CC=C1.[CH-]1C=CC=C1.[Fe+2].ClC1=CC=C(C=C1)Cl